benzyl (S)-4-(2-chloro-5-methyl-7-((3-(pivaloyloxy)naphthalen-1-yl)methyl)-5H-pyrrolo[3,2-d]pyrimidin-4-yl)-2-(cyanomethyl)piperazine-1-carboxylate ClC=1N=C(C2=C(N1)C(=CN2C)CC2=CC(=CC1=CC=CC=C21)OC(C(C)(C)C)=O)N2C[C@@H](N(CC2)C(=O)OCC2=CC=CC=C2)CC#N